4-(2-Hydroxypropan-2-yl)-N-((3,5,6,7-tetrahydro-2H-indeno[5,6-b]furan-8-yl)carbamoyl)furan-2-sulfonamide OC(C)(C)C=1C=C(OC1)S(=O)(=O)NC(NC1=C2CCCC2=CC2=C1OCC2)=O